tert-butyl (2R,4R)-4-(1-(((6-chloropyridin-2-yl)(methyl)amino)methyl)cyclopropane-1-carboxamido)-2-methylpiperidine-1-carboxylate ClC1=CC=CC(=N1)N(C)CC1(CC1)C(=O)N[C@H]1C[C@H](N(CC1)C(=O)OC(C)(C)C)C